1-((3aR,5r,6aS)-5-((5-([1,2,4]triazolo[1,5-a]pyridin-6-yl)-4-methoxy-7H-pyrrolo[2,3-d]pyrimidin-2-yl)amino)hexahydrocyclopenta[c]pyrrol-2(1H)-yl)ethan-1-one N=1C=NN2C1C=CC(=C2)C2=CNC=1N=C(N=C(C12)OC)NC1C[C@@H]2[C@@H](CN(C2)C(C)=O)C1